2-cyano-2-propylpentanoic acid monohydrate O.C(#N)C(C(=O)O)(CCC)CCC